5-FORMYL-2-METHYL-BENZONITRILE C(=O)C=1C=CC(=C(C#N)C1)C